CC1CCC(CC1)NC(C#CC(=O)OCC)=O ethyl 4-((4-methylcyclohexyl)amino)-4-oxobut-2-ynoate